[2H]N[C@H](CO)C(=O)O deutero-D-serine